N-{4-[(3-chloro-1H-pyrrolo[2,3-b]pyridin-4-yl)oxy]-3,5-difluorophenyl}-7-oxa-9-azaspiro[4.5]dec-8-en-8-amine ClC1=CNC2=NC=CC(=C21)OC2=C(C=C(C=C2F)NC=2OCC1(CCCC1)CN2)F